C(#C)C1=C(N)C=CC=C1 2-ethynyl-aniline